2-((((5R)-7,7-dimethyl-5-phenyl-4,5,6,7-tetrahydropyrazolo[1,5-a]pyridin-3-yl)carbonyl)amino)-2-(4-ethylphenyl)butanoic acid CC1(C[C@H](CC=2N1N=CC2C(=O)NC(C(=O)O)(CC)C2=CC=C(C=C2)CC)C2=CC=CC=C2)C